ClC1=CC=CC2=C1NC(=N2)C2(CC=1N=CN=CC1CN2C=O)C 7-(7-chloro-1H-benzo[d]imidazol-2-yl)(7-methyl-7,8-dihydropyrido[4,3-d]pyrimidin-6(5H)-yl)methanone